BrC=1C(=NC=CC1)OC1CCC1 3-bromo-2-(cyclobutoxy)pyridine